(E)-3-(3-Bromo-4-hydroxyphenyl)-1-(4-chlorophenyl)prop-2-en-1-one BrC=1C=C(C=CC1O)/C=C/C(=O)C1=CC=C(C=C1)Cl